C1(=CC=C(N)C=C1)C=1C(=CC(N)=CC1)CCCS(=O)(=O)O 2'-benzidinepropanesulfonic acid